bis(trimethoxypropyl)amine COC(CCNCCC(OC)(OC)OC)(OC)OC